3-[5,7-difluoro-2-[4-(trifluoromethoxy)phenyl]-1H-indol-3-yl]cyclobutan-amine FC=1C=C2C(=C(NC2=C(C1)F)C1=CC=C(C=C1)OC(F)(F)F)C1CC(C1)N